C(C=C)[C@@]1(CN(CCC1=O)CC1=CC=CC=C1)CNC(OC(C)(C)C)=O (S)-tert-butyl ((3-allyl-1-benzyl-4-oxopiperidin-3-yl)methyl)carbamate